methyl 6-(3-((6-chloro-4-methoxypyridin-3-yl)carbamoyl)-3-(2-isopropylphenyl)azetidin-1-yl)nicotinate ClC1=CC(=C(C=N1)NC(=O)C1(CN(C1)C1=NC=C(C(=O)OC)C=C1)C1=C(C=CC=C1)C(C)C)OC